methoxy α-allyloxymethylacrylate C(C=C)OCC(C(=O)OOC)=C